(R)-N-(5-((4-(3,3-dimethyl-2,3-dihydro-1H-pyrrolo[3,2-b]pyridin-1-yl)pyridin-2-yl)amino)-2-(2-((dimethylamino)methyl)pyrrolidin-1-yl)-4-methoxyphenyl)acrylamide CC1(CN(C=2C1=NC=CC2)C2=CC(=NC=C2)NC=2C(=CC(=C(C2)NC(C=C)=O)N2[C@H](CCC2)CN(C)C)OC)C